2-Chloro-4-hydroxy-3-indan-5-yl-5-(3-methylphenyl)-7H-thieno[2,3-b]pyridin-6-one ClC1=C(C2=C(NC(C(=C2O)C2=CC(=CC=C2)C)=O)S1)C=1C=C2CCCC2=CC1